trans-3-(hydroxymethyl)pyrrolidine-1,2-dicarboxylic acid 1-benzyl ester 2-methyl ester COC(=O)[C@@H]1N(CC[C@H]1CO)C(=O)OCC1=CC=CC=C1